(1S,3R,5R,7S)-1,3,5,7-tetramethyl-8-phenyl-2,4,6-trioxa-8-phosphatricyclo[3.3.1.13,7]decane C[C@]12O[C@]3(O[C@](O[C@@](P1C1=CC=CC=C1)(C3)C)(C2)C)C